NC(CCC1=CC=CC=C1)C1CO1 (1'-amino-3-phenyl-propyl) ethylene oxide